COC1=NC(=NN2C1=C(C=C2)C=2C=CC1=C(N(N=N1)C)C2)NC2CC(C2)(C)C(=O)N2CCCC2 (trans-3-((4-Methoxy-5-(1-methyl-1H-benzo[d][1,2,3]triazol-6-yl)pyrrolo[2,1-f][1,2,4]triazin-2-yl)amino)-1-methylcyclobutyl)(pyrrolidin-1-yl)methanone